ClC1=CC=C(C=C1)[C@H](CC(=O)O)N1[C@@](C2=C(C=C(C=C2C1=O)C(CC)(O)C1(CCOCC1)F)F)(OC)C1=CC=C(C=C1)Cl (3S)-3-(4-chlorophenyl)-3-[(1R)-1-(4-chlorophenyl)-7-fluoro-5-[1-(4-fluorooxan-4-yl)-1-hydroxypropyl]-1-methoxy-3-oxo-2,3-dihydro-1H-isoindol-2-yl]propanoic acid